(R or S)-2-[4-(1,1-difluoro-2-hydroxypropan-2-yl)phenyl]-4-[4-fluoro-2-(2,2,2-trifluoroethoxy)phenyl]-2,3-dihydro-1H-pyrrolo[3,4-c]pyridin-1-one FC([C@](C)(O)C1=CC=C(C=C1)N1CC=2C(=NC=CC2C1=O)C1=C(C=C(C=C1)F)OCC(F)(F)F)F |o1:2|